1-{2-[5-(azetidin-1-yl)-1H-1,2,3-triazol-1-yl]acetyl}-N-[(5-cyclopropyl-6-fluoropyridin-2-yl)(phenyl)methyl]-4-fluoropyrrolidine-2-carboxamide N1(CCC1)C1=CN=NN1CC(=O)N1C(CC(C1)F)C(=O)NC(C1=CC=CC=C1)C1=NC(=C(C=C1)C1CC1)F